methyl 4-[6-[2,4-difluoro-N-[(4-methoxyphenyl)methyl]anilino]-3-ethyl-pyrazin-2-yl]-4-ethyl-hexanoate FC1=C(N(CC2=CC=C(C=C2)OC)C2=CN=C(C(=N2)C(CCC(=O)OC)(CC)CC)CC)C=CC(=C1)F